1-(6-methoxybenzo[d]isothiazol-5-yl)-N-(2-morpholinoethyl)-6-(pyrazolo[1,5-a]pyrimidin-3-yl)-1H-pyrazolo[4,3-c]pyridin-3-amine COC1=CC2=C(C=NS2)C=C1N1N=C(C=2C=NC(=CC21)C=2C=NN1C2N=CC=C1)NCCN1CCOCC1